FC1=NNC=2C=CC3=C(C12)CCCC(=C3C3=CC=C(N=N3)N3CCC(CC3)CN3CCN(CC3)C=3C=C1CN(C(C1=CC3)=O)[C@@H]3C(NC(CC3)=O)=O)C3=CC=CC=C3 (S)-3-(5-(4-((1-(6-(1-fluoro-7-phenyl-3,8,9,10-tetrahydrocyclohepta[e]indazol-6-yl)pyridazin-3-yl)piperidin-4-yl)methyl)piperazin-1-yl)-1-oxoisoindolin-2-yl)piperidine-2,6-dione